C(C)(C)(C)OC(=O)N1C[C@H]2N(CC1)C([C@H](C2)C\C=C/C=2C=1N(C=CC2)N=CN1)=O (7s,8as)-7-((Z)-3-([1,2,4]triazolo[1,5-a]pyridin-8-yl)allyl)-6-oxohexahydropyrrolo[1,2-a]pyrazine-2(1H)-carboxylic acid tert-butyl ester